C(C)(=O)NC1=CC=C(NC=2SC(=CN2)C(=O)NC2=C(C(=CC=C2C)OC)C)C=C1 2-(4-acetamidoanilino)-N-(3-methoxy-2,6-dimethyl-phenyl)thiazole-5-carboxamide